ClC=1C=C(C=C(C1O)Cl)C=1N=C2C(=C(C=NC2=CC1)C(C)=O)NC=1C=NN(C1)C1CCN(CC1)C 1-(6-(3,5-dichloro-4-hydroxyphenyl)-4-((1-(1-methylpiperidin-4-yl)-1H-pyrazol-4-yl)-amino)-1,5-naphthyridin-3-yl)ethanone